N-(3-chloro-4-fluorobenzyl)-5-(2-chloro-5-(isobutyrylaminomethyl)benzoylamino)-1-methyl-1H-indole-2-carboxamide ClC=1C=C(CNC(=O)C=2N(C3=CC=C(C=C3C2)NC(C2=C(C=CC(=C2)CNC(C(C)C)=O)Cl)=O)C)C=CC1F